ClC1=C(C=CC=C1)\C=C\CC 1-(2-chlorophenyl)-trans-1-butene